BrC=1C=C2CN(CC2=CC1)C(=O)NC1=CNC2=CC=C(C=C12)F 5-bromo-N-(5-fluoro-1H-indol-3-yl)isoindoline-2-carboxamide